C1(CCC1)OC([C@H](C)N=P(=O)OC1=C(C=CC=C1)OC[C@H]1O[C@H]([C@@]([C@@H]1O)(F)C)N1C(NC(C=C1)=O)=O)=O (S)-2-{(R)-[(2R,3R,4R,5R)-5-(3,4-dihydro-2,4-dioxo-2H-pyrimidin-1-yl)-3-hydroxy-4-methyl-4-fluoro-tetrahydrofuran-2-ylmethoxy]-phenoxy-phosphorylamino}propanoic acid cyclobutyl ester